((2S*,4R*)-2-methyl-1-propionyl-1,2,3,4-tetrahydroquinolin-4-yl)aminopyridin-2-yl-glutaramide C[C@@H]1N(C2=CC=CC=C2[C@@H](C1)NC(C(=O)N)(CCC(=O)N)C1=NC=CC=C1)C(CC)=O |o1:1,9|